C(C)(C)(C)OC(=O)N1CCN(CC1)C(NC(C)C#CC1=CC(=C(C=C1)Cl)Cl)=O 4-((4-(3,4-dichlorophenyl)3-butyn-2-yl)carbamoyl)piperazine-1-carboxylic acid tert-butyl ester